C(C)C=1C=C(NC1)C(=O)N 4-ethyl-1H-pyrrole-2-carboxamide